oxo-phenylacetic acid 2-[2-(2-oxo-2-phenyl-acetoxy)-ethoxy]-ethyl ester O=C(C(=O)OCCOCCOC(C(C1=CC=CC=C1)=O)=O)C1=CC=CC=C1